[Cl-].C(CCCCC)[N+]1(CCN(CC1)CCCC)C 1-hexyl-1-methyl-4-butyl-piperazinium chloride